3-[(1r,5s,6r)-6-(diethylcarbamoyl)-3-azabicyclo[3.1.0]hex-3-yl]-9-azabicyclo[3.3.1]nonane-9-carboxylic acid ethyl ester C(C)OC(=O)N1C2CC(CC1CCC2)N2C[C@H]1C([C@H]1C2)C(N(CC)CC)=O